(S)-2-(4-chlorophenyl)-3-(cyclohexylamino)-1-(4-((5R,7S)-7-hydroxy-5-methyl-6,7-dihydro-5H-cyclopenta[d]pyrimidin-4-yl)piperazin-1-yl)propan-1-one ClC1=CC=C(C=C1)[C@H](C(=O)N1CCN(CC1)C=1C2=C(N=CN1)[C@H](C[C@H]2C)O)CNC2CCCCC2